ClC1=C(C(=NC=N1)NC1CC(C1)COC)N 6-chloro-N4-[3-(methoxymethyl)cyclobutyl]Pyrimidine-4,5-diamine